CCCC1=CC=CC(=C1)C 2,5-dimethyl-ethylbenzene